Methyl-1,4,5,6-tetrahydropyrrolo[3,4-c]pyrazole hydrogen chloride Cl.CN1N=CC2=C1CNC2